2-(6-(Trifluoromethyl)pyridin-3-ylthio)acetic acid methyl ester COC(CSC=1C=NC(=CC1)C(F)(F)F)=O